C(CCCCCCCCCCCCCCCCC)N(CC(=O)[O-])CC(=O)[O-].[Na+].[Na+] sodium octadecyliminodiacetate